FC(C=1C=C(C=C(C1)C(F)(F)F)NC(=S)NC1=CC=C(C=C1)[N+](=O)[O-])(F)F 1-(3,5-bistrifluoromethylphenyl)-3-(4-nitrophenyl)thiourea